C(C)(=O)OC1C2(CCC(C1)C2(C)C)C (+/-)-bornyl acetate